5-(5-ethyl-2-methyl-6-oxo-1,6-dihydro-pyridin-3-yl)-thiophene-2-sulfonic acid [2-(2R-hydroxymethyl-pyrrolidin-1-yl)-ethyl]-amide hydrochloride Cl.OC[C@@H]1N(CCC1)CCNS(=O)(=O)C=1SC(=CC1)C1=C(NC(C(=C1)CC)=O)C